tert-butyl 3-isopropoxy-4-nitro-5-((thiazol-5-ylmethyl)amino)benzoate C(C)(C)OC=1C=C(C(=O)OC(C)(C)C)C=C(C1[N+](=O)[O-])NCC1=CN=CS1